C(C)(C)(C)C1=NC(=NO1)C12CCC(CC1)(CC2)CN(C(=O)C21CC(C2)(C1)F)C1=CC(=CC=C1)OCC(C)(C)O N-((4-(5-(tert-butyl)-1,2,4-oxadiazol-3-yl)bicyclo[2.2.2]octan-1-yl)methyl)-3-fluoro-N-(3-(2-hydroxy-2-methylpropoxy)phenyl)bicyclo[1.1.1]pentane-1-carboxamide